N=1C(C=CC2=NC=C3C(=NC21)C=CC=C3)=O 2H-benzo[e]pyrido[3,2-b][1,4]diazepin-2-one